C1=NC=CC=NC=CC(=CC=CC=CC=CN=CC2=C1C=CC=C2)C#N 2,2,6,17-benzoxatriazacycloicosine-9-carbonitrile